CN1N=C(C=C1C)NC1=NC=C(C(=N1)C1=CNC2=C(C=CC=C12)NC(CN1C[C@H](CC1)OC1=NC(=NC=C1)NCCOC)=O)C (S)-N-(3-(2-((1,5-dimethyl-1H-pyrazol-3-yl)amino)-5-methylpyrimidin-4-yl)-1H-indol-7-yl)-2-(3-((2-((2-methoxyethyl)amino)pyrimidin-4-yl)oxy)pyrrolidin-1-yl)acetamide